(Z)-1-(3-(5-methyl-2-(2,2,2-trifluoro-1-methoxyethyl)phenyl)-4-oxothiazolidin-2-ylidene)-3-(2-methyl-4-(3-(4-(trifluoromethoxy)phenyl)-1H-1,2,4-triazol-1-yl)phenyl)urea CC=1C=CC(=C(C1)N1/C(/SCC1=O)=N/C(=O)NC1=C(C=C(C=C1)N1N=C(N=C1)C1=CC=C(C=C1)OC(F)(F)F)C)C(C(F)(F)F)OC